C(C1=CC=CC=C1)N1C[C@@H]2C([C@@H]2C1)C1=CC=C(C=C1)CC (1R,5S,6s)-3-benzyl-6-(4-ethylphenyl)-3-azabicyclo[3.1.0]hexane